BrC1=NC=CC=C1CN1CCN(CC1)C(=O)OC(C)(C)C Tert-Butyl 4-[(2-bromopyridin-3-yl)methyl]piperazine-1-carboxylate